C(C)(C)(C)C1=C(N=NN1C1=C(C=CC=C1)F)C(=O)NC=1SC2=C(N1)C=CC(=C2)F 5-(Tert-butyl)-N-(6-fluorobenzo[d]thiazol-2-yl)-1-(2-fluorophenyl)-1H-1,2,3-triazole-4-carboxamide